1-[5-tert-Butyl-2-(4-fluoro-phenyl)-2H-pyrazol-3-yl]-3-[5-(2-pyridin-4-yl-ethyl)-thiazol-2-yl]-urea C(C)(C)(C)C=1C=C(N(N1)C1=CC=C(C=C1)F)NC(=O)NC=1SC(=CN1)CCC1=CC=NC=C1